(1s,4s)-4-((2-Chloro-5-((1-(trifluoromethyl)-1H-pyrazol-4-yl)ethynyl)pyridin-4-yl)amino)-1-methyl-cyclohexan-1-ol ClC1=NC=C(C(=C1)NC1CCC(CC1)(O)C)C#CC=1C=NN(C1)C(F)(F)F